BrC1=CC=C(C=C1)NC(=O)C=1SC=C(C1C)Br 4-bromo-3-methyl-thiophene-2-carboxylic acid (4-bromo-phenyl)-amide